(4S)-5-Amino-4-(4-((1-(4-(4-cyano-2-fluorophenyl)piperazin-1-yl)-2,3-dihydro-1H-indene-5-yl)methoxy)-1-oxoisoindolin-2-yl)-5-oxopentanoic acid tert-butyl ester C(C)(C)(C)OC(CC[C@@H](C(=O)N)N1C(C2=CC=CC(=C2C1)OCC=1C=C2CCC(C2=CC1)N1CCN(CC1)C1=C(C=C(C=C1)C#N)F)=O)=O